CN1C=NC(=C1)S(=O)(=O)Cl 1-methyl-1H-imidazole-4-sulfonyl chloride